7-(Cyclopropylmethoxy)-N-(1-(difluoromethyl)-1H-pyrazol-3-yl)-2-(1-methyl-2-oxabicyclo[2.1.1]hexan-4-yl)imidazo[1,2-a]pyrimidine-6-carboxamide C1(CC1)COC1=NC=2N(C=C1C(=O)NC1=NN(C=C1)C(F)F)C=C(N2)C21COC(C2)(C1)C